NC=1C=C(C(=O)NC(C)CCC2=CC=CC=C2)C=CC1 3-amino-N-(4-phenyl-2-butyl)benzamide